ClC=1C=C(O[C@H](C(=O)OC)C)C=CC1C (S)-Methyl 2-(3-chloro-4-methylphenoxy)propanoate